tert-butyl 6-(4-chloro-2-methyl-6-(4,4,5,5-tetramethyl-1,3,2-dioxaborolan-2-yl)benzyl)-7-oxa-4-azaspiro[2.5]octane-4-carboxylate ClC1=CC(=C(CC2CN(C3(CC3)CO2)C(=O)OC(C)(C)C)C(=C1)B1OC(C(O1)(C)C)(C)C)C